2-((3R,5R)-5-(3-bromo-5-chlorophenyl)-4-(4-methoxybenzyl)morpholin-3-yl)acetonitrile BrC=1C=C(C=C(C1)Cl)[C@@H]1COC[C@H](N1CC1=CC=C(C=C1)OC)CC#N